N-{6-[(3-cyclopropyl-1H-pyrazol-5-yl)amino]-5-methoxy-1,2-benzoxazol-3-yl}-2,6-dimethoxy-4-{1-[(3R)-oxolan-3-yl]pyrrolidin-3-yl}benzene-1-sulfonamide C1(CC1)C1=NNC(=C1)NC1=CC2=C(C(=NO2)NS(=O)(=O)C2=C(C=C(C=C2OC)C2CN(CC2)[C@H]2COCC2)OC)C=C1OC